BrC=1C=C2C=NNC(C2=C(C1)N1CCC2(CC2)CC1)=O 6-bromo-8-(6-azaspiro[2.5]oct-6-yl)phthalazin-1(2H)-one